5-allylmercapto-[1,3,4]thiadiazole-2-amine C(C=C)SC1=NN=C(S1)N